1-tetrahydropyran-2-ylindazol-5-amine O1C(CCCC1)N1N=CC2=CC(=CC=C12)N